tert-butyl (25S)-25-amino-24-oxo-2,5,8,11,14,17,20-heptaoxa-23-azaheptacosan-27-oate N[C@H](C(NCCOCCOCCOCCOCCOCCOCCOC)=O)CC(=O)OC(C)(C)C